(R)-2-((4-((5-fluoroquinolin-6-yl)amino)-7-(1-methyl-1H-pyrazol-4-yl)quinazolin-5-yl)oxy)-N,N-dimethylpropanamide FC1=C2C=CC=NC2=CC=C1NC1=NC=NC2=CC(=CC(=C12)O[C@@H](C(=O)N(C)C)C)C=1C=NN(C1)C